C(=O)(O)C1=C(C=CC=C1)C(C(=O)O)NCC(=O)O 2-carboxyphenyl-iminodiacetic acid